1-isobutyl-2,2-dinaphthyl-1,2-ethylenediamine C(C(C)C)C(C(N)(C1=CC=CC2=CC=CC=C12)C1=CC=CC2=CC=CC=C12)N